(3S,8S,9S,10R,13R,14S,17R,20R,22E)-N-(2-fluorophenyl)-3-hydroxy-N-methylcholane-5(6),22(23)-diene-24-Amide FC1=C(C=CC=C1)N(C(\C=C\[C@@H](C)[C@H]1CC[C@H]2[C@@H]3CC=C4C[C@H](CC[C@]4(C)[C@H]3CC[C@]12C)O)=O)C